ClC=1C=C(C=2C=CNC2C1Cl)O 6,7-dichloro-indol-4-ol